acetic acid methylester COC(C)=O